C1(CC1)C(=O)C(C1=C(C=CC=C1)F)N1CC=2C(CC1)SC(C2)=C=O 5-(α-cyclopropylcarbonyl-2-fluorobenzyl)-2-carbonyl-4,5,6,7a-tetrahydrothieno[3,2-c]pyridine